N-(2-(2,6-dioxo-piperidin-3-yl)-1,3-dioxo-2,3-dihydro-1H-isoindol-4-ylmethyl)-acetamide O=C1NC(CCC1N1C(C2=CC=CC(=C2C1=O)CNC(C)=O)=O)=O